C(CCCCCCC)OC(CCCCC(=O)OCCCCCCCC)=O Di-Octyl-Adipate